4-benzyl-6-chloro-3-[5-(4-fluorophenyl)-4,5-dihydro-1H-pyrazol-3-yl]-1H-quinolin-2-one C(C1=CC=CC=C1)C1=C(C(NC2=CC=C(C=C12)Cl)=O)C1=NNC(C1)C1=CC=C(C=C1)F